[Ge].[Al] Aluminum-germanium